(E)-N-(4-((3-chloro-4-fluorophenyl)amino)-7-methoxyquinazolin-6-yl)-4-(4-(5-((2-(2,6-dioxopiperidin-3-yl)-1,3-dioxoisoindolin-4-yl)amino)pentanoyl)piperazin-1-yl)but-2-enamide ClC=1C=C(C=CC1F)NC1=NC=NC2=CC(=C(C=C12)NC(\C=C\CN1CCN(CC1)C(CCCCNC1=C2C(N(C(C2=CC=C1)=O)C1C(NC(CC1)=O)=O)=O)=O)=O)OC